N-((1s,3s)-3-(6-((4-(3-(4-(2-(2,6-dioxopiperidin-3-yl)-1,3-dioxoisoindoline-5-yl)piperazin-1-yl)azetidin-1-yl)phenyl)amino)-9H-purin-9-yl)cyclobutyl)-2-phenylacetamide O=C1NC(CC[C@@H]1N1C(C2=CC=C(C=C2C1=O)N1CCN(CC1)C1CN(C1)C1=CC=C(C=C1)NC1=C2N=CN(C2=NC=N1)C1CC(C1)NC(CC1=CC=CC=C1)=O)=O)=O